N-(2,4-dimethoxybenzyl)-4-(N-(4-(hydroxymethyl)phenyl)-3-(triisopropylsilyl)propiolamido)-tetrahydro-2H-pyran-4-carboxamide COC1=C(CNC(=O)C2(CCOCC2)N(C(C#C[Si](C(C)C)(C(C)C)C(C)C)=O)C2=CC=C(C=C2)CO)C=CC(=C1)OC